ClC1=CC(=C(C=C1)C(C(=O)C1=CNC2=CC=C(C=C12)OC(F)(F)F)NC1=CC(=CC(=C1)S(=O)(=O)C)OC)OC 2-(4-chloro-2-methoxyphenyl)-2-((3-methoxy-5-(methylsulfonyl)phenyl)amino)-1-(5-(trifluoro-methoxy)-1H-indol-3-yl)ethanone